CC(=O)N[C@@H]1[C@H]([C@H]([C@H](O[C@@H]1O)CO[C@H]2[C@@H]([C@H]([C@@H]([C@H](O2)CO)O)O)NC(=O)C)O[C@H]3[C@@H]([C@H]([C@@H]([C@H](O3)CO)O)O)NC(=O)C)O The molecule is a branched amino trisaccharide comprised of two N-acetyl-beta-D-glucosamine residues linked (1->4) and (1->6) to N-acetyl-alpha-D-galactosamine. It has a role as an epitope. It is an amino trisaccharide, a glucosamine oligosaccharide and a galactosamine oligosaccharide.